4-(1-(2-Chloro-3-(2-(4-methylpiperazin-1-yl)ethyl)phenyl)-1H-imidazol-4-yl)-N-(1-(methylsulfonyl)piperidin-4-yl)-5-(trifluoromethyl)pyrimidin-2-amine ClC1=C(C=CC=C1CCN1CCN(CC1)C)N1C=NC(=C1)C1=NC(=NC=C1C(F)(F)F)NC1CCN(CC1)S(=O)(=O)C